(2r,3r,4r,5s)-3,4,5-tris(benzyloxy)-2-methyl-1-(spiro[3.5]non-7-ylmethyl)piperidine C(C1=CC=CC=C1)O[C@@H]1[C@H](N(C[C@@H]([C@H]1OCC1=CC=CC=C1)OCC1=CC=CC=C1)CC1CCC2(CCC2)CC1)C